FC1=CC(=C(C=C1C=1SC(=CN1)C(=O)N1CCN(CC1)C)NC(=O)C1=CNC(C=C1C(F)(F)F)=O)N1C[C@H](N([C@H](C1)C)C)C N-[4-fluoro-5-[5-(4-methylpiperazine-1-carbonyl)-1,3-thiazol-2-yl]-2-[(3R,5S)-3,4,5-trimethylpiperazin-1-yl]phenyl]-6-oxo-4-(trifluoromethyl)-1H-pyridine-3-carboxamide